6-(amino)pyridine NC1=CC=CC=N1